ClCC1=CC=C(C=C1)N1C(=NC=2C1=NC(=CC2)C2=NN(N=C2)C(F)F)C=2C(=NC=CC2)N 3-(3-(4-(Chloromethyl)phenyl)-5-(2-(difluoromethyl)-2H-1,2,3-triazol-4-yl)-3H-imidazo[4,5-b]pyridin-2-yl)pyridin-2-amine